3-azabicyclo-[3.1.1]heptane C12CNCC(C1)C2